ClC1=C(C=C(OCC(=O)NC23CC(C2)(C3)C=3OC(=NN3)COC=3C=NC=C(C3)Cl)C=C1)F 2-(4-chloro-3-fluorophenoxy)-N-[3-(5-{[(5-chloropyridin-3-yl)oxy]methyl}-1,3,4-oxadiazol-2-yl)bicyclo[1.1.1]pentan-1-yl]acetamide